5-methyl-1-phenyl-4-[1-(thien-2-oyl)pyrazol-5-yl]pyrazole CC1=C(C=NN1C1=CC=CC=C1)C1=CC=NN1C(=O)C=1SC=CC1